C(C)(C)(C)OC(=O)N1C(=C(C=2C1=NC=C(N2)C=2CCN(CC2)C(=O)OC(C)(C)C)C=C)C2=CC(=C(C=C2)OC)OC 2-(1-(tert-Butoxycarbonyl)-1,2,3,6-tetrahydropyridin-4-yl)-6-(3,4-dimethoxyphenyl)-7-vinyl-5H-pyrrolo[2,3-b]pyrazine-5-carboxylic acid tert-butyl ester